thieno[2',3':4,5]benzo[1,2-c][1,2,5]thiadiazole-4,8-dione N=1SN=C2C1C(C1=C(C2=O)SC=C1)=O